FC1=C(C=CC(=C1)C(=C)C)[N+](=O)[O-] 2-fluoro-1-nitro-4-(prop-1-en-2-yl)benzene